ClC=1C=CC2=C([C@@H](C[C@@H](O2)C(=O)NC23CC(C2)(C3)C(NCC3=NC=C(C=C3)C(F)(F)F)=O)O)C1 |r| rac-(2R,4R)-6-chloro-4-hydroxy-N-[3-({[5-(trifluoromethyl)pyridin-2-yl]methyl}carbamoyl)bicyclo[1.1.1]pentan-1-yl]-3,4-dihydro-2H-1-benzopyran-2-carboxamide